(S,Z)-9-ethyl-5-fluoro-9-hydroxy-3-(methoxyimino)-2,3,12,15-tetrahydro-1H,7H,13H-pyrano[3',4':6,7]indolizino[2,1-b]pyrido[3,2,1-ij]quinoline-7,10,13(9H)-trione C(C)[C@]1(C(OCC=2C(N3CC=4N5C6=C(C=C(C=C6C(C4C3=CC21)=O)F)\C(\CC5)=N/OC)=O)=O)O